C(C)OC(=O)C=1NN=C2C1CN([C@@H](C2)C)C(C2=CC(=C(C=C2)Cl)C#N)=O (R)-5-(4-chloro-3-cyanobenzoyl)-6-methyl-4,5,6,7-tetrahydro-2H-pyrazolo[4,3-c]Pyridine-3-carboxylic acid ethyl ester